tert-Butyl 4-(4-(4-methylbenzo[d]oxazol-2-ylamino)phenylamino)-4-oxobutylcarbamate CC1=CC=CC2=C1N=C(O2)NC2=CC=C(C=C2)NC(CCCNC(OC(C)(C)C)=O)=O